(4,5-dimethyl-1H-pyrazol-1-yl)succinic acid CC=1C=NN(C1C)C(C(=O)O)CC(=O)O